4-[7-(1-methylpyrazol-3-yl)-2-(3-phenylpyrazol-1-yl)pyrazolo[1,5-a][1,3,5]triazin-4-yl]morpholine CN1N=C(C=C1)C1=NN2C(N=C(N=C2N2CCOCC2)N2N=C(C=C2)C2=CC=CC=C2)=C1